(2S,4R)-1-[(2S)-2-[4-[4-(cyclopentoxy)phenyl]triazol-1-yl]-3,3-dimethyl-butanoyl]-4-hydroxy-N-methyl-pyrrolidine-2-carboxamide C1(CCCC1)OC1=CC=C(C=C1)C=1N=NN(C1)[C@H](C(=O)N1[C@@H](C[C@H](C1)O)C(=O)NC)C(C)(C)C